(4-fluorophenyl)(8-methyl-3-(3-methyl-1,2,4-thiadiazol-5-yl)-5,6-dihydro-[1,2,4]triazolo[4,3-a]pyrazin-7(8H)-yl)methanone FC1=CC=C(C=C1)C(=O)N1C(C=2N(CC1)C(=NN2)C2=NC(=NS2)C)C